N=1C=NN2C1C=CC(=C2)C2=CNC=1N=C(N=CC12)NC1CC(C1)(C)C(=O)N1CCCC1 ((1s,3s)-3-((5-([1,2,4]triazolo[1,5-a]pyridin-6-yl)-7H-pyrrolo[2,3-d]pyrimidin-2-yl)amino)-1-methylcyclobutyl)(pyrrolidin-1-yl)methanone